ClC=1C=C(C=CC1F)NC(N([C@H](C)C1=CN=C(C2=NC=CN=C21)NC)C)=O (R)-3-(3-chloro-4-fluorophenyl)-1-methyl-1-(1-(5-(methylamino)pyrido[3,4-b]pyrazin-8-yl)ethyl)urea